(S)-N-(1-amino-3-hydroxy-2-methyl-1-oxopropan-2-yl)-5-((1-(2,2-difluoroethyl)-1H-pyrazol-5-yl)methoxy)-2-methylbenzofuran-3-carboxamide NC([C@@](CO)(C)NC(=O)C1=C(OC2=C1C=C(C=C2)OCC2=CC=NN2CC(F)F)C)=O